ClC1=CC=C(C(=N1)C(=O)O)N[C@H](C)C1=C2N=C(C(=NC2=CC(=C1)C)C#N)N1CC([C@H](C1)CO)(F)F 6-chloro-3-(((R)-1-(2-cyano-3-((R)-3,3-difluoro-4-(hydroxymethyl)pyrrolidin-1-yl)-7-methylquinoxalin-5-yl)ethyl)amino)picolinic acid